N-(2-((tert-butyldimethylsilyl)oxy)ethyl)-4-nitrobenzenesulfonamide [Si](C)(C)(C(C)(C)C)OCCNS(=O)(=O)C1=CC=C(C=C1)[N+](=O)[O-]